γ-methacryloyloxybutyldiethoxymethylsilane C(C(=C)C)(=O)OC(CC[SiH2]C(OCC)OCC)C